(R)-2-Allyl-1-(3-hydroxy-3-methyl-2,3-dihydrofuro[3,2-b]pyridin-5-yl)-6-((4-(4-methylpiperazin-1-yl)phenyl)amino)-1,2-dihydro-3H-pyrazolo[3,4-d]pyrimidin-3-one C(C=C)N1N(C2=NC(=NC=C2C1=O)NC1=CC=C(C=C1)N1CCN(CC1)C)C1=CC=C2C(=N1)[C@@](CO2)(C)O